methyl (2R,3S)-3-((tert-butyldimethylsilyl)oxy)-2-(1,1-dioxidothiomorpholino)butanoate [Si](C)(C)(C(C)(C)C)O[C@H]([C@H](C(=O)OC)N1CCS(CC1)(=O)=O)C